FC(C(=O)O)(F)F.C1(CC1)CNC(C1=C(C=CC(=C1)NCC1=CC(=C(C=C1)OC)F)N1CCNCC1)=O N-(cyclopropylmethyl)-5-((3-fluoro-4-methoxybenzyl)amino)-2-(piperazin-1-yl)benzamide trifluoroacetate